C1NCC12C(CC2)O 2-azaspiro[3.3]heptane-5-ol